COC(=O)[C@H]1N(C[C@@H](C1)O)C1=NC2=C(C(=CC=C2C(=C1)N1C=NC=C1)Cl)Cl (2s,4r)-1-(7,8-dichloro-4-(1H-imidazol-1-yl)quinolin-2-yl)-4-hydroxypyrrolidine-2-carboxylic acid methyl ester